ClC1=C(C(=CC=C1)F)CCC1=NOC(N1CC1=CC=C(C=C1)F)=O 3-[2-(2-chloro-6-fluorophenyl)ethyl]-4-(4-fluorobenzyl)-1,2,4-oxadiazol-5(4H)-one